N-[(1R)-1-[3-(1,2-Dihydroxyethyl)phenyl]ethyl]-2-methyl-5-(4-methylpiperazin-1-yl)benzamide Osmium [Os].OC(CO)C=1C=C(C=CC1)[C@@H](C)NC(C1=C(C=CC(=C1)N1CCN(CC1)C)C)=O